NC1=NC(=CC(=N1)N1CCC2(C[C@H](NC2)C(=O)OCC)CC1)O[C@@H](C(F)(F)F)C1=CC=C(C=C1)C=1C=C2CCN(C(C2=CC1)=O)C (S)-ethyl 8-(2-amino-6-((R)-2,2,2-trifluoro-1-(4-(2-methyl-1-oxo-1,2,3,4-tetrahydroisoquinolin-6-yl)phenyl)ethoxy)pyrimidin-4-yl)-2,8-diazaspiro[4.5]decane-3-carboxylate